Cl.ClC1=CC=C(C=C1)C1(CC1)C(=O)NC1(CNCCC1)C 1-(4-chlorophenyl)-N-(3-methylpiperidin-3-yl)cyclopropane-1-carboxamide HCl salt